2-[4-[4-(2,6-dioxo-3-piperidyl)-2-fluoro-phenyl]-3,3-difluoro-1-piperidyl]acetic acid O=C1NC(CCC1C1=CC(=C(C=C1)C1C(CN(CC1)CC(=O)O)(F)F)F)=O